5,11-dioxo-6,12-bis(isopropyloxycarbonyloxy)naphthacene selenium [Se].O=C1C=2C=CC=CC2C(=C2C(C3=CC=CC=C3C(=C12)OC(=O)OC(C)C)=O)OC(=O)OC(C)C